C(C=C)(=O)OCC1OC(OC1)(C)C acryloyloxymethyl-2,2-dimethyl-1,3-dioxolane